NC1=NC(=NC=C1)C=1C(=NN(C1OCC[C@H](C)NC1=CC(=NC=C1C(=O)OC)Cl)C)C methyl (S)-4-((4-((4-(4-aminopyrimidin-2-yl)-1,3-dimethyl-1H-pyrazol-5-yl)oxy)butan-2-yl)amino)-6-chloronicotinate